FC(C1=CC=C(C=N1)CC1(CC1)CN1CC2(CS(C2)(=O)=O)CC1)(F)F 6-((1-((6-(Trifluoromethyl)pyridin-3-yl)methyl)cyclopropyl)methyl)-2-thia-6-azaspiro[3.4]octane 2,2-dioxide